N-((4-(3-cyclopropyl-1,2,4-oxadiazol-5-yl)bicyclo[2.2.2]octan-1-yl)methyl)-N-(3-(2-(methoxymethyl)thiazol-4-yl)phenyl)tetrahydro-2H-pyran-4-carboxamide C1(CC1)C1=NOC(=N1)C12CCC(CC1)(CC2)CN(C(=O)C2CCOCC2)C2=CC(=CC=C2)C=2N=C(SC2)COC